ClC=1C=CC(=C(C1)O)C1=NN=C(C2=CC=CC=C12)O[C@H]1CN(CCC1)C (R)-5-chloro-2-(4-((1-methylpiperidin-3-yl)oxy)phthalazin-1-yl)phenol